6-{[1-methyl-4-(6-methylpyridin-3-yl)-1H-1,2,3-triazol-5-yl]methoxy}-2-(oxane-4-carbonyl)-1,2,3,4-tetrahydro-2,7-naphthyridine CN1N=NC(=C1COC=1C=C2CCN(CC2=CN1)C(=O)C1CCOCC1)C=1C=NC(=CC1)C